2-(4-bromo-3-fluoro-phenyl)-N-methyl-acetamide BrC1=C(C=C(C=C1)CC(=O)NC)F